(E,Z)-1-(1-methylcyclopropyl)ethan-1-one oxime CC1(CC1)/C(/C)=N/O